O=C1N(CC2=CC=CC=C12)C1=CC=C(C=C1)C(C(=O)O)CC 2-[4-(1-oxo-2-isoindolinyl)phenyl]butanoic acid